NC=1N=CC(=NC1C1=CC(=CC=C1)N)C1=CC=C(CNC2=C(C(=O)NC3=CC=C(C=C3)F)C=C(C=N2)C(F)(F)F)C=C1 2-{4-[5-Amino-6-(3-amino-phenyl)-pyrazin-2-yl]-benzylamino}-N-(4-fluoro-phenyl)-5-trifluoromethyl-nicotinamide